glyceryl trieicosapentaenoate C(C=CC=CC=CC=CC=CCCCCCCCCCCCC)(=O)OCC(O)CO